C(COCCOCCOC)(=O)O[C@H]1C[C@@H](CCC1C(C)C)C |&1:12| (1R,2S,SR)-3-menthyl 3,6,9-trioxadecanoate